C(#N)[C@H]1N(CC(C1)(F)F)C(CNC(=O)C1=CNC(C=C1)=O)=O (S)-N-(2-(2-cyano-4,4-difluoropyrrolidin-1-yl)-2-oxoethyl)-6-oxo-1,6-dihydropyridine-3-carboxamide